FC(C(O)C1=CN(C2=CC=CC=C12)C1=CC=CC=C1)F 2,2-difluoro-1-(1-phenyl-1H-indol-3-yl)ethane-1-ol